C(C)(=O)N[C@H]1CCC2=C(C3=CC=C(C(C=C13)=O)C(=O)OC)C(=C(C(=C2Cl)OC)OC)OC methyl (S)-7-acetamido-4-chloro-1,2,3-trimethoxy-9-oxo-5,6,7,9-tetrahydrobenzo[a]heptalen-10-carboxylate